C12N(N(C(C=C1)C2)C(=O)OC(C)(C)C)C(=O)OCC2=CC=CC=C2 2-benzyl 3-(tert-butyl) 2,3-diazabicyclo[2.2.1]hept-5-ene-2,3-dicarboxylate